NC1CCN(CC1)C1=CC=C(C=C1)C1=CC(=CC(=C1)C(C)C)C(=O)N[C@@H](C=1NC2=CC=CC=C2C1)C1=C(C=CC(=C1)F)O (R)-4'-(4-aminopiperidin-1-yl)-N-((5-fluoro-2-hydroxyphenyl)(1H-indol-2-yl)methyl)-5-isopropyl-[1,1'-biphenyl]-3-carboxamide